3-benzyl-6-ethylpyrazin-2-yl triflate O(S(=O)(=O)C(F)(F)F)C1=NC(=CN=C1CC1=CC=CC=C1)CC